CC(=O)N[C@@H]1[C@H](C[C@@](O[C@H]1[C@@H]([C@@H](CO)O)O)(C(=O)O)O[C@@H]2[C@H]([C@@H](O[C@@H]([C@@H]2O[C@H]3[C@@H]([C@H]([C@H]([C@H](O3)CO)O)O[C@H]4[C@@H]([C@H]([C@H]([C@H](O4)CO)O)O)O)NC(=O)C)CO)O[C@@H]5[C@H](O[C@H]([C@@H]([C@H]5O)O)O)CO)O)O The molecule is a branched amino pentasaccharide consisting of the linear sequence beta-D-Gal-(1->3)-beta-D-GalNAc-(1->4)-beta-D-Gal-(1->4)-beta-D-Glc having a Neu5Ac residue attached to the inner galactose via an alpha-(2->3) linkage. The oligosaccharide of ganglioside GM1. It has a role as an epitope.